rubidium anthranilate C(C=1C(N)=CC=CC1)(=O)[O-].[Rb+]